10,13-dimethyl-2,3,4,7,8,9,10,11,12,13,14,15,16,17-tetradecahydro-1H-cyclopenta[a]phenanthren-3-yl (8-((tert-butoxycarbonyl)amino)octyl)(3-((tert-butoxycarbonyl)amino)propyl)carbamate C(C)(C)(C)OC(=O)NCCCCCCCCN(C(OC1CCC2(C3CCC4(CCCC4C3CC=C2C1)C)C)=O)CCCNC(=O)OC(C)(C)C